C(C)N1C(N(C=C1)C)CS(=O)(=O)[O-] 1-Ethyl-3-Methylimidazolmethansulfonat